1-(4-chlorophenyl)-N-{4-[2-(3,4-dichlorophenoxy)acetamido]bicyclo[2.1.1]-hexan-1-yl}-5-methyl-1H-pyrazole-3-carboxamide ClC1=CC=C(C=C1)N1N=C(C=C1C)C(=O)NC12CCC(C1)(C2)NC(COC2=CC(=C(C=C2)Cl)Cl)=O